benzimidazole-5-carboxylic acid (3-methanesulfonyl-propyl)-amide CS(=O)(=O)CCCNC(=O)C1=CC2=C(N=CN2)C=C1